N1C=NC=C1C1=C(N=C2N1C=C(C(=N2)OC)C)C2=NC(=NN2)C(F)(F)F 5-[3-(1H-imidazol-5-yl)-7-methoxy-6-methylimidazo[1,2-a]pyrimidin-2-yl]-3-(trifluoromethyl)-1H-1,2,4-triazole